7-amino-6H-anthra[9,1-cd]isothiazol-6-one NC1=C2C(C3=CC=CC4=C3C(=NS4)C2=CC=C1)=O